3-(5,5'-Difluoro-6'-methyl-[3,4'-bipyridin]-2'-yl)-5-(pyridin-3-yl)-1,2,4-oxadiazole FC=1C=C(C=NC1)C1=CC(=NC(=C1F)C)C1=NOC(=N1)C=1C=NC=CC1